N-guanyl-urea C(N)(=N)NC(=O)N